Tert-butyl 3-(3-chloro-4-(6-(1-methylcyclopropoxy)-9-((4-methylpyridin-2-yl)methyl)-9H-purin-8-yl)phenoxy)azetidine-1-carboxylate ClC=1C=C(OC2CN(C2)C(=O)OC(C)(C)C)C=CC1C=1N(C2=NC=NC(=C2N1)OC1(CC1)C)CC1=NC=CC(=C1)C